C(=O)C1=C2CCCC(C2=CC=C1)NC(=O)C=1C(NC(=CC1)C(F)(F)F)=O N-(5-formyl-1,2,3,4-tetrahydronaphthalen-1-yl)-2-oxo-6-(trifluoromethyl)-1,2-dihydropyridine-3-carboxamide